9-(4-(7-(4-(4,5-diphenyl-4H-1,2,4-triazol-3-yl)phenyl)-9,9-dipropyl-9H-fluoren-2-yl)phenyl)-9H-carbazole C1(=CC=CC=C1)N1C(=NN=C1C1=CC=CC=C1)C1=CC=C(C=C1)C1=CC=C2C=3C=CC(=CC3C(C2=C1)(CCC)CCC)C1=CC=C(C=C1)N1C2=CC=CC=C2C=2C=CC=CC12